[Br-].NC1=[N+](C=CC=C1)CC#C 2-amino-1-(prop-2-yn-1-yl)pyridin-1-ium bromide